4-allyl-3-(difluoromethyl)-3,4-dihydroquinoxalin-2(1H)-one C(C=C)N1C(C(NC2=CC=CC=C12)=O)C(F)F